C(CCCCCCCCC)(=O)NC(CS(=O)(=O)[O-])C(=O)NCCO.[Na+] Sodium 2-decanamido-3-((2-hydroxyethyl) amino)-3-oxopropane-1-sulfonate